(S)-N-(3-(benzo[d][1,3]dioxol-4-yloxy)-3-(5-bromothiophen-2-yl)propyl)aniline O1COC2=C1C=CC=C2O[C@@H](CCNC2=CC=CC=C2)C=2SC(=CC2)Br